[Ag+].[In+3] indium (Iii)-silver